4-hydroxyphenyl(o-methylbenzyl)methylsulfonium tetrafluoroborate F[B-](F)(F)F.OC1=CC=C(C=C1)[S+](C)CC1=C(C=CC=C1)C